methyl (1r,2'S,4S)-4-(3-chloroanilino)-2'-[(2R)-3-{[(5R)-5-ethyl-5,6,7,8-tetrahydroquinolin-4-yl]oxy}-2-methylpropyl]-2',3'-dihydrospiro[cyclohexane-1,1'-indene]-4-carboxylate ClC=1C=C(NC2(CCC3([C@H](CC4=CC=CC=C34)C[C@H](COC3=CC=NC=4CCC[C@H](C34)CC)C)CC2)C(=O)OC)C=CC1